O(F)F.[Bi] bismuth oxyfluoride fluoride